2',6'-dimethoxy-biphenyl-2-yl-phosphine COC1=C(C(=CC=C1)OC)C1=C(C=CC=C1)P